C(C)(=O)OCC ethyl 1-acetate